[Br-].C(CCCCCCC\C=C/CCCCCCCC)(=O)OC(C[NH3+])COC(CCCCCCC\C=C/CCCCCCCC)=O 2,3-dioleoyloxypropylammonium bromide